[1-(4-{bis[(tert-butoxy) carbonyl] amino}-7-{[4-(cyanomethyl) phenyl] methyl}-2-[(2R)-pentan-2-yl] imidazo[4,5-c]quinolin-1-yl)-2-methylpropan-2-yl] tert-butyl carbonate C(OC(CN1C(=NC=2C(=NC=3C=C(C=CC3C21)CC2=CC=C(C=C2)CC#N)N(C(=O)OC(C)(C)C)C(=O)OC(C)(C)C)[C@H](C)CCC)(C)C)(OC(C)(C)C)=O